1,3-dioxohexahydro-2H-4,7-methanoisoindol-2-yltrifluoromethanesulfonic acid O=C1N(C(C2C3CCC(C12)C3)=O)OS(=O)(=O)C(F)(F)F